CC1=NC=C(C=C1NC(=O)C=1N=NN2C1C=CC(=C2)C=2C=NC1=CC=CN=C1C2)NC(CN2[C@H](CCC2)C)=O N-[2-methyl-5-[[2-[(2S)-2-methylpyrrolidin-1-yl]acetyl]amino]-3-pyridyl]-6-(1,5-naphthyridin-3-yl)triazolo[1,5-a]pyridine-3-carboxamide